NC1=CC(=C2C(N(CCCCC[C@@](C3=NN=C(C1=N2)O3)(C(F)(F)F)O)CC3CC(C3)(F)F)=O)C(F)(F)F (6R)-17-amino-12-[(3,3-difluorocyclobutyl)methyl]-6-hydroxy-6,15-bis(trifluoromethyl)-19-oxa-3,4,12,18-tetrazatricyclo[12.3.1.12,5]nonadeca-1(18),2,4,14,16-pentaen-13-one